5-[4-(2,6-dichlorobenzoyl)aminophenyl]-1H-naphtho[1,2-b][1,4]diazepine-2,4(3H,5H)-dione ClC1=C(C(=O)NC2=CC=C(C=C2)N2C3=C(NC(CC2=O)=O)C2=CC=CC=C2C=C3)C(=CC=C1)Cl